N1C=CC2=CC(=CC=C12)CN(C(=O)NC1=CC=C(C=C1)OC(F)(F)F)C(C)C 1-((1H-indol-5-yl)methyl)-1-isopropyl-3-(4-(trifluoromethoxy)phenyl)urea